OCC1C(C1C)C(=O)OC(C)(C)C tert-butyl 2-(hydroxymethyl)-3-methylcyclopropane-1-carboxylate